trans-4-(3-(2-(6-(2-methyl-2H-tetrazol-5-yl)pyridin-3-yl)ethenyl)-1H-indazol-6-yl)pyrimidin-2-amine CN1N=C(N=N1)C1=CC=C(C=N1)/C=C/C1=NNC2=CC(=CC=C12)C1=NC(=NC=C1)N